4-((1-(4-(2-(3-Aminoisoxazol-4-yl)-5-(5-fluoropyridin-2-yl)-3H-imidazo[4,5-b]pyridin-3-yl)benzyl)piperidin-4-yl)amino)pyrimidine-2-carbonitrile NC1=NOC=C1C1=NC=2C(=NC(=CC2)C2=NC=C(C=C2)F)N1C1=CC=C(CN2CCC(CC2)NC2=NC(=NC=C2)C#N)C=C1